CS(=O)(=O)OCC1CC2(CCC1)C1CCC(C2NC(=O)OCC2=CC=CC=C2)C1 rac-(3-(((benzyloxy)carbonyl)amino)spiro[bicyclo[2.2.1]heptane-2,1'-cyclohexan]-3'-yl)methyl methanesulfonate